2-(3-ethoxy-4-methoxyphenyl)-7-[(3S)-3-methylpiperazin-1-yl]-4H-pyrido[1,2-a]pyrimidin C(C)OC=1C=C(C=CC1OC)C=1N=C2N(CC1)C=C(C=C2)N2C[C@@H](NCC2)C